tert-Butyl (S)-(4-methyl-1-(6-nitro-1H-benzo[d][1,2,3]triazol-1-yl)-1-thioxopentan-2-yl)carbamate CC(C[C@@H](C(=S)N1N=NC2=C1C=C(C=C2)[N+](=O)[O-])NC(OC(C)(C)C)=O)C